N[C@@H](C(=O)OC)COC1=C(C=CC(=C1)C(F)(F)F)C1OC2=C(C=CC=C2C(C1)=O)Cl methyl (2R)-2-amino-3-[2-(8-chloro-4-oxo-chroman-2-yl)-5-(trifluoromethyl)phenoxy]propanoate